(R)-(3R,4R)-4-[4-(6-chloro-2-{[1-(2,2-difluorocyclopropyl)-1H-pyrazol-5-yl]amino}quinazolin-7-yl)piperidin-1-yl]-4-methyloxolan-3-ol ClC=1C=C2C=NC(=NC2=CC1C1CCN(CC1)[C@]1([C@H](COC1)O)C)NC1=CC=NN1[C@H]1C(C1)(F)F